methyl (S)-3-(7-chloro-6-(3-chlorophenyl)-4-((3-(trifluoromethyl)phenyl)sulfonyl)-3,4-dihydro-2H-benzo[b][1,4]oxazin-2-yl)propanoate ClC=1C(=CC2=C(O[C@H](CN2S(=O)(=O)C2=CC(=CC=C2)C(F)(F)F)CCC(=O)OC)C1)C1=CC(=CC=C1)Cl